5-bromo-6'-(2-hydroxyphenyl)-5'-methyl-3-styryl-2,3'-bipyridine BrC=1C=C(C(=NC1)C=1C=NC(=C(C1)C)C1=C(C=CC=C1)O)C=CC1=CC=CC=C1